4-[6-(2,8-dimethylimidazo[1,2-b]pyridazin-6-yl)-1,3-benzoxazol-2-yl]piperidine-1-carboxylic acid tert-butyl ester C(C)(C)(C)OC(=O)N1CCC(CC1)C=1OC2=C(N1)C=CC(=C2)C=2C=C(C=1N(N2)C=C(N1)C)C